N-(5-(4-(4,5-difluoro-2-(2-hydroxybutan-2-yl)phenylamino)-1,3,5-triazin-2-ylamino)-2-((R)-3-(dimethylamino)pyrrolidin-1-yl)-4-methoxyphenyl)acrylamide FC1=CC(=C(C=C1F)NC1=NC(=NC=N1)NC=1C(=CC(=C(C1)NC(C=C)=O)N1C[C@@H](CC1)N(C)C)OC)C(C)(CC)O